2-chloro-N-chloromethyl-N-(2,6-diethylphenyl)acetamide ClCC(=O)N(C1=C(C=CC=C1CC)CC)CCl